tert-butyl (R)-3-((2-(trifluoromethyl)quinolin-6-yl)amino)pyrrolidine-1-carboxylate FC(C1=NC2=CC=C(C=C2C=C1)N[C@H]1CN(CC1)C(=O)OC(C)(C)C)(F)F